propionic acid 4-((chlorosulfonyl) oxy)-2,2,3,3-tetramethylbutyl ester ClS(=O)(=O)OCC(C(COC(CC)=O)(C)C)(C)C